FC(C(=O)O)(F)F.N1CCC(CC1)CC(C)O 1-(Piperidin-4-yl)propan-2-ol, trifluoroacetic acid salt